OC[C@H]1[C@@H]([C@H](CNC1)O)O (3S,4S,5S)-5-(Hydroxymethyl)piperidine-3,4-diol